FC(C=1C=C(C(=O)O)C=C(C1)SC)F 3-(difluoromethyl)-5-(methylsulfanyl)benzoic acid